ClC1=C(C=CC(=C1)F)C1=CC=NC2=CC(=CC=C12)O[C@@H](C(=O)N1CC(CCC1)C1(CC1)C(=O)O)C |r| 1-[1-[rac-(2R)-2-[[4-(2-chloro-4-fluoro-phenyl)-7-quinolyl]oxy]propanoyl]-3-piperidyl]cyclopropanecarboxylic acid